C[Si](C)(C)C#CC=1SC(=C(C1C#C[Si](C)(C)C)C#C[Si](C)(C)C)C#C[Si](C)(C)C 2,3,4,5-tetrakis[(trimethylsilyl)ethynyl]-thiophene